3-(1H-Imidazol-1-yl)-6-(6-(methyl(2,2,6,6-tetramethylpiperidin-4-yl)amino)pyridazin-3-yl)quinolin-7-ol hydrochloride salt Cl.N1(C=NC=C1)C=1C=NC2=CC(=C(C=C2C1)C=1N=NC(=CC1)N(C1CC(NC(C1)(C)C)(C)C)C)O